COC=1C=C2C=C(C=NC2=C(C1)C1=CCC(CC1)C(F)(F)F)C(=O)O 6-methoxy-8-(4-(trifluoromethyl)cyclohex-1-en-1-yl)quinoline-3-carboxylic acid